3-((3S,5R)-3-methyl-5-((5-(4-(methylsulfonyl)pyridin-2-yl)-1H-pyrrolo[2,3-b]pyridin-4-yl)amino)piperidin-1-yl)-3-oxopropanenitrile C[C@@H]1CN(C[C@@H](C1)NC1=C2C(=NC=C1C1=NC=CC(=C1)S(=O)(=O)C)NC=C2)C(CC#N)=O